N-[2-(dimethylamino)ethyl]-3-methyl-5-nitropyridin-2-amine CN(CCNC1=NC=C(C=C1C)[N+](=O)[O-])C